(S)-5-chloro-2-(2,4-dimethylpiperazin-1-yl)pyridin-4-amine ClC=1C(=CC(=NC1)N1[C@H](CN(CC1)C)C)N